BrC1=CC=C(C=C1)C1=CC2(CN(C2)C(=O)OC(C)(C)C)C1 tert-butyl 6-(4-bromophenyl)-2-azaspiro[3.3]hept-5-ene-2-carboxylate